(2R)-2-(6-{5-chloro-2-[(oxacyclohex-4-yl)amino]pyrimidin-4-yl}-1-oxo-2,3-dihydro-1H-isoindol-2-yl)-N-[(1R)-1-(2-fluoro-5-methylphenyl)ethyl]-3-hydroxypropionamide ClC=1C(=NC(=NC1)NC1CCOCC1)C1=CC=C2CN(C(C2=C1)=O)[C@@H](C(=O)N[C@H](C)C1=C(C=CC(=C1)C)F)CO